The molecule is a divalent metal cation, a mercury cation and a monoatomic dication. It has a role as an Escherichia coli metabolite. [Hg+2]